(2-acetyl-3-chlorophenyl)picolinic acid amide C(C)(=O)C1=C(C=CC=C1Cl)C=1C(=NC=CC1)C(=O)N